2-FORMYL-3-METHYL-3H-IMIDAZOLE-4-CARBOXYLIC ACID METHYL ESTER COC(=O)C=1N(C(=NC1)C=O)C